ClC1=CC2=C(C(=C(N(S2(=O)=O)C)C(=O)NC2=NC=CC=C2)O)S1 6-chloro-4-hydroxy-2-methyl-N-pyridin-2-yl-2H-thieno[2,3-E][1,2]Thiazine-3-carboxamide 1,1-dioxide